COCCNC(C1=CN=CC=C1N1CC(N(C=2C=NC(=NC12)C1=NC(=CC=C1)C)C)=O)=O N-(2-methoxyethyl)-4-(5-methyl-2-(6-methylpyridin-2-yl)-6-oxo-6,7-dihydropteridin-8(5H)-yl)nicotinamide